NC=1C=2N(C3=C(N1)C=NC(=C3)C(=O)N([C@@H]3CCC1=C3C=NC(=C1)C(F)(F)F)C)C=NC2 (R)-4-amino-N-methyl-N-(3-(trifluoromethyl)-6,7-dihydro-5H-cyclopenta[c]pyridin-7-yl)imidazo[1,5-a]pyrido[3,4-e]pyrazine-8-carboxamide